3-aminopiperidine dihydrochloride Cl.Cl.NC1CNCCC1